1-(3,4-dichlorophenyl)-3-(furan-2-yl)quinazoline-2,4(1H,3H)-dione ClC=1C=C(C=CC1Cl)N1C(N(C(C2=CC=CC=C12)=O)C=1OC=CC1)=O